BrC1=C(SC=C1)C#CCCCCN1C(C2=CC=CC=C2C1=O)=O 2-[6-(3-bromo-2-thienyl)hex-5-ynyl]isoindoline-1,3-dione